N-(3-chloro-4-fluorophenyl)-3-(2-((1-(hydroxymethyl)cyclopropyl)amino)-2-oxoacetyl)-2-methyl-5,6,7,8-tetrahydroindolizine-1-carboxamide ClC=1C=C(C=CC1F)NC(=O)C=1C(=C(N2CCCCC12)C(C(=O)NC1(CC1)CO)=O)C